C1(CC1)C1=NN(C=C1C1=NC=CC=2C1=NN(C2)C(C)C)[C@@H]2C[C@H](C2)CNC=2C=C1C(N(C(C1=CC2)=O)C2C(NC(CC2)=O)=O)=O 5-(((Trans-3-(3-cyclopropyl-4-(2-isopropyl-2H-pyrazolo[3,4-c]pyridin-7-yl)-1H-pyrazol-1-yl)cyclobutyl)methyl)amino)-2-(2,6-dioxopiperidin-3-yl)isoindoline-1,3-dione